COC1=C(CNCCC2=C(C=C(C(=C2)OC)[N+](=O)[O-])OC)C=CC=C1 N-(2-methoxybenzyl)-1-(2,5-dimethoxy-4-nitrophenyl)-2-aminoethane